C(C1=CC=CC=C1)C1=NOC(=C1)C1=C(N=C2N1C=CC=C2)C2=CC=C(C=C2)Cl 3-Benzyl-5-(2-(4-chlorophenyl)imidazo[1,2-a]pyridin-3-yl)isoxazol